BrC=1C(=C(C=CC1)NC(=O)C=1N(C2=C(CN(CC2)C)N1)C)Cl N-(3-bromo-2-chloro-phenyl)-1,5-dimethyl-6,7-dihydro-4H-imidazo[4,5-c]pyridine-2-carboxamide